C(\C=C\C(=O)O)(=O)O.FC=1C=CC(=C2C(=NNC12)CCN(C(C)C)C)OC N-(2-(7-fluoro-4-methoxy-1H-indazol-3-yl)ethyl)-N-methylpropan-2-amine fumarate salt